(+)-N-[3-(methanesulfonylamino)benzyl]-2-[6-fluoro-3-(4-fluorobenzyl)-3,4-dihydroisoquinolin-2(1H)-yl]ethanamine monocitrate C(CC(O)(C(=O)O)CC(=O)O)(=O)O.CS(=O)(=O)NC=1C=C(CNCCN2CC3=CC=C(C=C3CC2CC2=CC=C(C=C2)F)F)C=CC1